ClC=1C=C2C(=CNC2=CC1)NC(=O)NC1=CC=C(C=C1)SC(F)(F)F 1-(5-Chloro-1H-indol-3-yl)-3-(4-((trifluoromethyl)thio)phenyl)urea